[1-(1-cyanocyclopropyl)ethyl]-N-ethyl-5-methyl-N-pyridazin-4-yl-pyrazole-4-carboxamide C(#N)C1(CC1)C(C)C1=NNC(=C1C(=O)N(C1=CN=NC=C1)CC)C